BrC=1C=C2C(CC3(CCCCC3)OC2=CC1)=O 6-bromospiro[chroman-2,1'-cyclohexane]-4-one